ClC1=C(OC2=CC=CC3=C2NC(=NS3(=O)=O)NCC3=C(C=CC=C3)SC3=C(C=CC=C3)CO)C=CC=C1 5-(2-chlorophenoxy)-3-((2-((2-(hydroxymethyl)phenyl)thio)benzyl)amino)-4H-benzo[e][1,2,4]thiadiazine 1,1-dioxide